4-[(2-bromo-5-fluorophenyl)methyl]-3-[(4-fluorophenyl)methyl]-4,5-dihydro-1,2,4-oxadiazol-5-one BrC1=C(C=C(C=C1)F)CN1C(=NOC1=O)CC1=CC=C(C=C1)F